N1(CCNCC1)C1=CC=C(C=C1)C1C(NC(CC1)=O)=O 3-(4-piperazin-1-ylphenyl)-piperidine-2,6-dione